[Si](C1=CC=CC=C1)(C1=CC=CC=C1)(C(C)(C)C)OCCC(CCCO)CCCCCCCCC\C=C/C\C=C/CCCCC (14Z,17Z)-4-(2-((tert-butyldiphenylsilyl)-oxy)ethyl)tricosa-14,17-dien-1-ol